C(C)(C)(C)OOC(CC)(CCC(CC)(C)OOC(C)(C)C)C 3,6-bis(t-butylperoxy)-3,6-dimethyloctane